trimethyl 5-cyclohexene-1,2,4-tricarboxylate C1(C(CC(C=C1)C(=O)OC)C(=O)OC)C(=O)OC